N-(4-(2-aminothiazolo[5,4-b]pyridin-5-yl)-2-methylphenyl)isobutyramide NC=1SC2=NC(=CC=C2N1)C1=CC(=C(C=C1)NC(C(C)C)=O)C